C=1N=CN2C1CCCCC2 6,7,8,9-tetrahydro-5H-imidazo[1,5-a]azepine